3-[(1-Oxonaphthalin-2-yliden)methylhydrazinyliden]-1-prop-2-enylindol-2-on O=C1C(C=CC2=CC=CC=C12)=CNN=C1C(N(C2=CC=CC=C12)CC=C)=O